C(#N)C[C@@H]1N(CCN(C1)C=1C2=C(N=C(N1)Cl)C=C(C=N2)Cl)C(=O)OC(C)(C)C tert-butyl (S)-2-(cyanomethyl)-4-(2,7-dichloropyrido[3,2-d]pyrimidin-4-yl)piperazine-1-carboxylate